N1=CC(=CC=C1)C(CCC)=O 1-(3-pyridinyl)-1-butanone